C(C)(C)(C)OC(NC=1C(N(C=CC1)[C@H](C(N[C@H](C=O)C[C@H]1C(NCC1)=O)=O)CC1CC1)=O)=O Tert-butyl(1-((S)-3-cyclopropyl-1-oxo-1-(((S)-1-oxo-3-((S)-2-oxopyrrolidin-3-yl)propan-2-yl)amino)propan-2-yl)-2-oxo-1,2-dihydropyridin-3-yl)carbamat